3a,3b-bis(hexylthio)-2,5-diphenyltetrahydrocyclobuta[1,2-c:3,4-c']dipyrrole-1,3,4,6(2H,5H)-tetraone C(CCCCC)SC12C(N(C(C1C1C(N(C(C12SCCCCCC)=O)C1=CC=CC=C1)=O)=O)C1=CC=CC=C1)=O